9-(1-(6-Chloro-1-(pyridin-3-yl)-1H-indazol-3-yl)ethyl)-9H-purin-6-amine ClC1=CC=C2C(=NN(C2=C1)C=1C=NC=CC1)C(C)N1C2=NC=NC(=C2N=C1)N